(1s,3s)-3-aminocyclobutane-1-ol NC1CC(C1)O